ClC1=C(C(=O)NC2=C3C=NN(C3=CC=C2)C2=C(C=C(C=C2)OC(F)(F)F)C)C=C(C=C1)CNC(=O)C1(CC1)O 2-chloro-5-({[(1-hydroxycyclopropyl)carbonyl]amino}methyl)-N-{1-[2-methyl-4-(trifluoromethoxy)phenyl]-1H-indazole-4-yl}benzamide